[Si](C)(C)(C(C)(C)C)OCC1=C(C(=CC=C1)[N+](=O)[O-])COC1=CC=C(OC2CCN(CC2)C(=O)OC(C)(C)C)C=C1 tert-Butyl 4-[4-[[2-[[tert-butyl(dimethyl)silyl]oxymethyl]-6-nitro-phenyl]methoxy]phenoxy]-piperidine-1-carboxylate